1-methyl-5-(1-((methylsulfonyl)methyl)-1H-pyrazol-4-yl)-4-phenylpyridin-2(1H)-one CN1C(C=C(C(=C1)C=1C=NN(C1)CS(=O)(=O)C)C1=CC=CC=C1)=O